3-(benzo[d][1,3]dioxazol-5-yl)-N-((3-(2,4,5-trifluorophenyl)isoxazol-5-yl)methyl)propanamide strontium-nickel [Ni].[Sr].O1NOC2=C1C=CC(=C2)CCC(=O)NCC2=CC(=NO2)C2=C(C=C(C(=C2)F)F)F